(R)-N-(2-(3-(2-(4-(3-chlorophenyl)piperazin-1-yl)ethyl)-1-oxo-2,8-diazaspiro[4.5]decan-8-yl)-2-oxoethyl)acetamide ClC=1C=C(C=CC1)N1CCN(CC1)CC[C@@H]1NC(C2(C1)CCN(CC2)C(CNC(C)=O)=O)=O